N-(2-(1-((5-(2,6-dioxopiperidin-3-yl)pyridin-2-yl)methyl)piperidin-4-yl)-5-(2-hydroxypropane-2-yl)benzo[d]thiazol-6-yl)-6-(trifluoromethyl)nicotinamide O=C1NC(CCC1C=1C=CC(=NC1)CN1CCC(CC1)C=1SC2=C(N1)C=C(C(=C2)NC(C2=CN=C(C=C2)C(F)(F)F)=O)C(C)(C)O)=O